ClC1=CC=C2CCC=NC2=C1 7-chloro-3,4-dihydroquinoline